C(C)(C)NC(O[C@H]1C[C@H](CC1)C=1NN=C(C1)NC(=O)[C@H]1[C@@H](C1)C1=C(C(=CC(=C1)OC)O)C=O)=O (1R,3S)-3-{5-[trans-2-(2-formyl-3-hydroxy-5-methoxyphenyl) cyclopropaneamido]-2H-pyrazol-3-yl}cyclopentyl N-isopropylcarbamate